ClC1=C(CSC=2N(C(=NN2)CC2=CC=CC=3C4=CC=CC=C4NC23)C2=CC=CC=C2)C=CC=C1 ((5-((2-chlorobenzyl)thio)-4-phenyl-4H-1,2,4-triazol-3-yl)methyl)-9H-carbazole